C(C)(C)(C)OC(N[C@@H]1C[C@H]2S[C@H]2CC1)=O (1R,3S,6S)-(7-thia-bicyclo[4.1.0]hept-3-yl)-carbamic acid tert-butyl ester